4-[[6-[3-(Difluoromethyl)-4-fluoro-phenyl]pyrazolo[4,3-b]pyridin-1-yl]methyl]-2-methyl-oxazole FC(C=1C=C(C=CC1F)C=1C=C2C(=NC1)C=NN2CC=2N=C(OC2)C)F